BrC1=C(C(=C2N1C=CN=C2)C#N)C2=CC=C(C(=O)O)C=C2 4-(6-bromo-8-cyanopyrrolo[1,2-a]pyrazin-7-yl)benzoic acid